N1(CCOCC1)C=1C=C(C=NC1)C1=CC(=NC=C1)C=1NC=C(N1)C(=O)N 2-(5-morpholin-4-yl-3,4'-bipyridin-2'-yl)-1H-imidazole-4-carboxamide